BrC1=CN=C2C(=N1)N(C(CN2)=O)CCOC 7-bromo-1-(2-methoxyethyl)-3,4-dihydropyrazino[2,3-b]Pyrazin-2(1H)-one